COC1=CC=C(C=C1)C(C(=O)N)=C 4-methoxyphenyl-acrylamide